P(=O)(OCOC(C(=C)C)=O)(OCOC(C(=C)C)=O)O di(methacryloyloxymethylene) hydrogen phosphate